NC1=NC(=CC=C1C#CC=1C=C(C=CC1N1CCCC1)S(=O)(=O)N(C)C)C 3-((2-amino-6-methylpyridin-3-yl)ethynyl)-N,N-dimethyl-4-(pyrrolidin-1-yl)benzenesulfonamide